(S)-8-((5-bromopentyl)oxy)-7-methoxy-1,11a-dihydro-3H,5H-spiro[benzo[e]pyrrolo[1,2-a][1,4]diazepine-2,1'-cyclopropan]-5-one BrCCCCCOC=1C(=CC2=C(N=C[C@H]3N(C2=O)CC2(CC2)C3)C1)OC